S(=O)(=O)(O)C(C(=O)[O-])CC 2-sulfobutyrate